3-(2-Aminoethyl)-5-methoxyquinolin-2(1H)-one trifluoroacetate FC(C(=O)O)(F)F.NCCC=1C(NC2=CC=CC(=C2C1)OC)=O